dimethyloctadecyl-[3-[trimethoxysilyl]propyl]ammonium chloride [Cl-].C[N+](CCC[Si](OC)(OC)OC)(CCCCCCCCCCCCCCCCCC)C